O1CCN(CC1)C1=C(N)C=CC=C1 2-(morpholino)aniline